FC(OCOC1=C(C=C(C(=C1)C(C)(C)C)OCOC(F)(F)F)C(C)(C)C)(F)F 1,4-bis((trifluoromethoxy)methoxy)-2,5-di-tert-butylbenzene